dioxane-2,5-dione O1C(COC(C1)=O)=O